BrC=1C=C(C=CC1)NC1=NC=NC2=CC=C(C=C12)NC(C=CCBr)=O 4-Bromo-but-2-enoic acid [4-(3-bromo-phenylamino)-quinazolin-6-yl]-amide